6-{4-[(3-Chloropyridin-2-yl)oxy]-2-methylphenyl}-5-ethyl-1-methylpyrimidine-2,4(1H,3H)-dione ClC=1C(=NC=CC1)OC1=CC(=C(C=C1)C1=C(C(NC(N1C)=O)=O)CC)C